C(C)(=O)NC1=CC(=NC=C1)C=1C=CC2=C(C=3CN(C(C3C=C2)=O)CC(C(=O)N)=C)C1 2-{[8-(4-acetamidopyridin-2-yl)-3-oxo-1H,2H,3H-benzo[e]isoindol-2-yl]methyl}prop-2-enamide